FC(C(C(F)(F)OC)(C(F)(F)F)F)(F)F methyl nonafluoroiso-butyl ether